NC=1C(=NC=C(C1)N1C[C@@H](O[C@@H](C1)C)C)C=1C=NC=CC1 amino-5-(cis-2,6-dimethylmorpholino)-[2,3'-bipyridine]